IC=1OC2=C(N1)C=C(C=C2)C(=O)OC methyl 2-iodo-1,3-benzoxazole-5-carboxylate